2-(4-(methoxycarbonyl)benzyl)malonic acid COC(=O)C1=CC=C(CC(C(=O)O)C(=O)O)C=C1